((3,5-difluorophenylmethoxy)methyl)-3-(2-(pyridin-2-yl)vinyl)-1H-indazole FC=1C=C(C=C(C1)F)COCN1N=C(C2=CC=CC=C12)C=CC1=NC=CC=C1